amino-beta-D-glucose N[C@]1(O)[C@H](O)[C@@H](O)[C@H](O)[C@H](O1)CO